CC=1[C@H]2C([C@@H](C(C1)=O)C2)(C)C (1S,5S)-2,6,6-trimethylbicyclo[3.1.1]hept-2-en-4-one